C(C)(C)(C)OC(=O)N[C@H]1CSC2=C(N(C1=O)CC1=CC=C(C=C1)Cl)C=C(C(=C2)Cl)C(=O)O (3R)-3-(tert-butoxycarbonylamino)-8-chloro-5-[(4-chlorophenyl)methyl]-4-oxo-2,3-dihydro-1,5-benzothiazepine-7-carboxylic acid